1-(((R)-7-((2S,4R)-2-(4-fluorophenyl)-4-(methylamino)piperidine-1-carbonyl)-7-azaspiro[4.5]dec-10-yl)methyl)-4-(2-methoxyphenyl)pyridin-2(1H)-one FC1=CC=C(C=C1)[C@H]1N(CC[C@H](C1)NC)C(=O)N1CC2(CCCC2)[C@@H](CC1)CN1C(C=C(C=C1)C1=C(C=CC=C1)OC)=O